NC1C2CC(CC1CC2)=O 8-aminobicyclo[3.2.1]octan-3-one